N-(35-amino-3,6,9,12,15,18,21,24,27,30,33-undecaoxapentatriacontyl)-5-(2-oxohexahydro-1H-thieno[3,4-d]imidazol-4-yl)pentanamide NCCOCCOCCOCCOCCOCCOCCOCCOCCOCCOCCOCCNC(CCCCC1SCC2NC(NC21)=O)=O